Cl.Cl.C1(CCCC1)NCC1CN(CC1)C=1N=NC(=CN1)C1=C(C=C(C=C1)C=1C=NNC1)O 2-(3-{3-[(cyclopentylamino)methyl]pyrrolidin-1-yl}-1,2,4-triazin-6-yl)-5-(1H-pyrazol-4-yl)phenol dihydrochloride